(1R,2S,5S)-N-(2-amino-2-oxo-1-phthalazin-1-yl-ethyl)-6,6-dimethyl-3-[(2S)-3-phenyl-2-[[(3R)-tetrahydrofuran-3-carbonyl]amino]propanoyl]-3-azabicyclo[3.1.0]hexane-2-carboxamide NC(C(C1=NN=CC2=CC=CC=C12)NC(=O)[C@@H]1[C@H]2C([C@H]2CN1C([C@H](CC1=CC=CC=C1)NC(=O)[C@H]1COCC1)=O)(C)C)=O